tert-butyl N-(2-sulfamoylethyl)carbamate S(N)(=O)(=O)CCNC(OC(C)(C)C)=O